1-(2-(5-(3-fluoro-4-(methoxymethyl)phenyl)-1H-imidazol-2-yl)piperidin-1-yl)-2-(methylthio)propan-1-one 1-(Methoxymethyl)-3,8-diazabicyclo[3.2.1]octane-8-carboxylate COCC12CNCC(CC1)N2C(=O)O.FC=2C=C(C=CC2COC)C2=CN=C(N2)C2N(CCCC2)C(C(C)SC)=O